BrC1=C(C(=O)NNC(NC)=O)C=CC=C1 2-bromo-N-[(methylcarbamoyl)amino]benzamide